CC1=CC(=C2C=NN(C2=C1)C1OCCCC1)B1OC(C(O1)(C)C)(C)C 6-methyl-1-(tetrahydro-2H-pyran-2-yl)-4-(4,4,5,5-tetramethyl-1,3,2-dioxaborolan-2-yl)-1H-indazole